OCC1=CC(C(=CO1)OC(=O)C1=CC2=C(N1)C=CO2)=O 4H-furo[3,2-b]Pyrrole-5-carboxylic acid 6-(hydroxymethyl)-4-oxo-4H-pyran-3-yl ester